OCCN1CCN(CC1)C=O [4-(2-hydroxyethyl)piperazin-1-yl]methanone